C(CCC)OC1OC=2C(C1)=C(C(=CC2)O)C(=O)OC methyl 2-butoxy-5-hydroxy-2,3-dihydrobenzofuran-4-carboxylate